1,3-diallyl-5-(3-(triethoxysilyl)propyl)-1,3,5-triazinane-2,4,6-trione C(C=C)N1C(N(C(N(C1=O)CCC[Si](OCC)(OCC)OCC)=O)CC=C)=O